CC1=CC=C(C=C1)COC1=CC=CC=C1 1-methyl-4-(phenoxymethyl)benzene